(3R,5S)-3-(2,6-dichloropyridin-4-yl)-5-(fluoromethyl)-4-(4-methoxybenzyl)morpholine ClC1=NC(=CC(=C1)[C@H]1N([C@@H](COC1)CF)CC1=CC=C(C=C1)OC)Cl